4-(2-bromo-4-fluorophenyl)-6-(bromomethyl)-2-(thiazol-2-yl)-1,4-dihydropyrimidine-5-carboxylic acid ethyl ester C(C)OC(=O)C=1C(N=C(NC1CBr)C=1SC=CN1)C1=C(C=C(C=C1)F)Br